2-[6-[(1R)-1-(t-butoxycarbonylamino)ethyl]-1H-pyrrolo[2,3-b]Pyridin-2-yl]-7-methoxy-1-methyl-benzimidazole-5-carboxylic acid C(C)(C)(C)OC(=O)N[C@H](C)C1=CC=C2C(=N1)NC(=C2)C2=NC1=C(N2C)C(=CC(=C1)C(=O)O)OC